C(C)(C)N1N=C(C2=C(C=CC=C12)CC1=CC=C(C=C1)C(F)(F)F)C(=O)OC methyl 1-isopropyl-4-[[4-(trifluoromethyl) phenyl]methyl]indazole-3-carboxylate